N[C@H]1CN(CCC1)C1=NC=CC(=N1)NC=1C=C(C=NC1)Cl 5-((2-((R)-3-aminopiperidin-1-yl)pyrimidin-4-yl)amino)-3-chloropyridine